2-((6-aminopyridin-2-yl)amino)ethan-1-ol NC1=CC=CC(=N1)NCCO